octane-4,4-diol CCCC(CCCC)(O)O